CC1=NNC(=C1C1=NNC2=NC(=CN=C21)C2CC(C1(C2)CCNCC1)N)C 3-(3-(3,5-dimethylpyrazol-4-yl)-1H-pyrazolo[3,4-b]pyrazin-6-yl)-8-azaspiro-[4.5]decan-1-amine